disilyl-dimethylamine [SiH3]C(NC)[SiH3]